2-(((2-(2-chloroacetamido)phenyl)sulfonyl)carbamoyl)isonicotinic acid ClCC(=O)NC1=C(C=CC=C1)S(=O)(=O)NC(=O)C=1C=C(C(=O)O)C=CN1